2-(1-(3,3-dimethylcyclohexyl)ethoxy)-2-methyl-1-propanol CC1(CC(CCC1)C(C)OC(CO)(C)C)C